(7S)-4-(2,4-difluorophenyl)-7-(4-methyl-1,3-thiazol-5-yl)-2-(2-(2-propenoyl)-2,6-diazaspiro[3.4]octan-6-yl)-7,8-dihydro-5H-pyrano[4,3-b]pyridine-3-carbonitrile FC1=C(C=CC(=C1)F)C1=C2C(=NC(=C1C#N)N1CC3(CN(C3)C(C=C)=O)CC1)C[C@H](OC2)C2=C(N=CS2)C